4-(cycloheptylamino)-2-[(6-methoxy-2-methyl-1,2,3,4-tetrahydroisoquinolin-7-yl)amino]pyrimidine-5-carboxamide C1(CCCCCC1)NC1=NC(=NC=C1C(=O)N)NC1=C(C=C2CCN(CC2=C1)C)OC